S(N)(=O)(=O)C1=NC=CC(=C1)NC(C1=C(N=CC(=C1)C(F)(F)F)N1[C@H](CCC1)C(F)(F)F)=O (R)-N-(2-sulfamoylpyridin-4-yl)-5-(trifluoromethyl)-2-(2-(trifluoromethyl)pyrrolidin-1-yl)nicotinamide